8-amino-N-((2S,3R,4R,5R)-2,3,4,5,6-pentahydroxyhexyl)octanamide NCCCCCCCC(=O)NC[C@@H]([C@H]([C@@H]([C@@H](CO)O)O)O)O